4-Chloro-2-fluoro-1-iodobenzene ClC1=CC(=C(C=C1)I)F